C1(=CC=CC=C1)S(=O)(=O)NC(C(C(=O)NCC1CC1)O)CC 3-Benzenesulfonamido-N-(cyclopropylmethyl)-2-hydroxypentanamide